2-((2R,4S)-4-(4-amino-3-((4,6-difluoro-1,2-dimethyl-1H-benzo[d]imidazol-5-yl)ethynyl)-1H-pyrazolo[4,3-c]pyridin-1-yl)pyrrolidin-2-yl)acetonitrile 2,2,2-trifluoroacetate FC(C(=O)O)(F)F.NC1=NC=CC2=C1C(=NN2[C@H]2C[C@@H](NC2)CC#N)C#CC2=C(C1=C(N(C(=N1)C)C)C=C2F)F